(R,E)-2-cyano-N-(1-(3,4-dimethoxyphenyl)ethyl)-3-(5-(4-fluoro-3-(methylsulfonyl)phenyl)-1H-pyrrolo[2,3-b]pyridin-3-yl)acrylamide C(#N)/C(/C(=O)N[C@H](C)C1=CC(=C(C=C1)OC)OC)=C\C1=CNC2=NC=C(C=C21)C2=CC(=C(C=C2)F)S(=O)(=O)C